C1(=CC=CC=C1)NC(=O)NCCC(=O)O N-phenylaminocarbonyl-β-alanine